N6-(2-aminoethyl)-N4-[(4-chloro-2-fluorophenyl)methyl]-1-methyl-1H-pyrazolo[3,4-d]pyrimidine-4,6-diamine NCCNC1=NC(=C2C(=N1)N(N=C2)C)NCC2=C(C=C(C=C2)Cl)F